Zirconium (IV) silicat [Si]([O-])([O-])([O-])[O-].[Zr+4]